C(C)O[Si](OCC)(OCC)CCCNC(=O)OCC N-(tri-ethoxysilylpropyl)urethan